2,4-dihydroxyphenylethylamine hydrochloride Cl.OC1=C(C=CC(=C1)O)CCN